4-(6-(2,6-diazaspiro[3.4]octan-6-yl)-[1,2,4]triazolo[1,5-a]pyridin-8-yl)morpholine 4-hydroxyethyl-piperazineethanesulfonate sodium salt [Na+].OCCN1CCN(CC1)CCS(=O)(=O)[O-].C1NCC12CN(CC2)C=2C=C(C=1N(C2)N=CN1)N1CCOCC1